5-(5-fluoroisoindolin-2-yl)-3-isopropyl-N-(2-oxo-1,2,3,4-tetrahydroquinolin-7-yl)-7-(1H-pyrazol-4-yl)pyrazolo[1,5-a]pyrimidine-2-carboxamide FC=1C=C2CN(CC2=CC1)C1=NC=2N(C(=C1)C=1C=NNC1)N=C(C2C(C)C)C(=O)NC2=CC=C1CCC(NC1=C2)=O